1,3-Dipalmitoyl-sn-glycero-2-phosphoethanolamine C(CCCCCCCCCCCCCCC)(=O)OCC(OP(=O)(O)OCCN)COC(CCCCCCCCCCCCCCC)=O